4-bromo-6-methyl-1-trityl-pyrazolo[3,4-b]pyridine BrC1=C2C(=NC(=C1)C)N(N=C2)C(C2=CC=CC=C2)(C2=CC=CC=C2)C2=CC=CC=C2